(1-(4-chlorobenzyl)piperidin-4-yl)methanamine hydrochloride Cl.ClC1=CC=C(CN2CCC(CC2)CN)C=C1